tert-Butyl 3-(8-fluoro-6-formyl-6,7-dihydro-5H-cyclopenta[f]benzotriazol-1-yl)azetidine-1-carboxylate FC1=C2C(=CC3=C1N(N=N3)C3CN(C3)C(=O)OC(C)(C)C)CC(C2)C=O